octadecyl β-(3,5-di-tert-butyl-4-hydroxyphenyl)-propionate C(C)(C)(C)C=1C=C(C=C(C1O)C(C)(C)C)CCC(=O)OCCCCCCCCCCCCCCCCCC